FC=1C(=C(C=CC1F)[C@H]1[C@@H](O[C@]([C@H]1C)(C(F)(F)F)C)C(=O)NC1=C(C(=NC=C1)C(=O)N)[2H])OC 4-((2R,3S,4S,5R)-3-(3,4-difluoro-2-methoxyphenyl)-4,5-dimethyl-5-(trifluoromethyl)tetrahydrofuran-2-carboxamido)picolinamide-3-d